FC1=C(OC=2C=C(C=C3C=NN(C23)C)C(=O)N)C=CC(=C1)OCCCN1C2COCC1C2 7-[2-fluoro-4-[3-(3-oxa-6-azabicyclo[3.1.1]heptan-6-yl)propoxy]phenoxy]-1-methyl-indazole-5-carboxamide